NCCC1=CC=C(C=C1)C1=C(C=C(C#N)C=C1)OC1=NC(=NC(=C1)OCC(C)(C)C)C 4-[4-(2-aminoethyl)phenyl]-3-[6-(2,2-dimethylpropoxy)-2-methylpyrimidin-4-yl]oxybenzonitrile